O=C1NC(CCC1N1C(C2=CC=C(C=C2C1)NCC(=O)O)=O)=O 2-[[2-(2,6-dioxo-3-piperidinyl)-1-oxo-isoindolin-5-yl]amino]acetic acid